CN1C(N(C=2N=CN(C2C1=O)CC(=O)NC1=CC=C(C=C1)C=1N=NN(C1)CC1=CC(=CC=C1)OC)C)=O 2-(1,3-dimethyl-2,6-dioxo-1,2,3,6-tetrahydropurin-7-yl)-N-{4-[1-(3-methoxy-benzyl)-1H-[1,2,3]triazol-4-yl]-phenyl}acetamide